6-methanesulfonyl-N-{3-methyl-4-[(1-methyl-1,3-benzodiazol-5-yl)oxy]phenyl}pyrimido[5,4-d][1,3]diazin-4-amine CS(=O)(=O)C=1N=CC=2N=CN=C(C2N1)NC1=CC(=C(C=C1)OC1=CC2=C(N(C=N2)C)C=C1)C